5-Chloro-N-(3-(2-(ethylamino)-8-methyl-7-oxo-7,8-dihydropteridin-6-yl)-4-fluorophenyl)-2-methoxypyridine-3-sulfonamide ClC=1C=C(C(=NC1)OC)S(=O)(=O)NC1=CC(=C(C=C1)F)C1=NC=2C=NC(=NC2N(C1=O)C)NCC